3-chloro-5-(oxiran-2-yl)benzonitrile ClC=1C=C(C#N)C=C(C1)C1OC1